2-((3-Oxo-1,3-dihydro-2H-pyrrolo[3,4-c]pyridin-2-yl)methyl)benzofuran-7-carboxylic acid O=C1N(CC2=C1C=NC=C2)CC=2OC1=C(C2)C=CC=C1C(=O)O